benzyl-(trimethyl)ammonium hydroxide [OH-].C(C1=CC=CC=C1)[N+](C)(C)C